COC=1C=C2CCN(CC2=CC1OC)CCC1=CC=C(C=C1)NC(=O)C1=C(C=C(C(=O)OCC2=CN=CS2)C=C1)NC(=O)C=1OC2=CC=CC=C2C(C1)=O Thiazol-5-ylmethyl 4-((4-(2-(6,7-dimethoxy-3,4-dihydroisoquinolin-2(1H)-yl)ethyl)phenyl)carbamoyl)-3-(4-oxo-4H-chromene-2-carboxamido)benzoate